ClC1=CC=C(C=C1)NC(CC1CN(CC1)C(=O)OC(C)(C)C)=O tert-Butyl 3-(2-((4-chlorophenyl)amino)-2-oxoethyl)pyrrolidine-1-carboxylate